N-(3-Aminopropyl)-1,4-butanediamine NCCCNCCCCN